6-{[4-(2-fluorophenyl)piperazin-1-yl]methyl}-7-hydroxybenzofuran FC1=C(C=CC=C1)N1CCN(CC1)CC1=C(C2=C(C=CO2)C=C1)O